α-methylstyreneacrylonitrile CC(C#N)=CC=CC1=CC=CC=C1